C(C)(C)C1=C(N=C(N1)C=CC)C=C1C(NCC(N1)=O)=O (5-isopropyl-1-(propenyl-imidazol-4-yl)methylene)piperazine-2,5-dione